4-((3-fluoropropyl)(4-(5,6,7,8-tetrahydro-1,8-naphthyridin-2-yl)butyl)amino)-2-(quinazolin-4-ylamino)butanoic acid FCCCN(CCC(C(=O)O)NC1=NC=NC2=CC=CC=C12)CCCCC1=NC=2NCCCC2C=C1